3-cyclopropyl-N-(4-(pyridin-2-yl)benzyl)-5-(2,7-diazaspiro[3.5]nonan-2-yl)pyrazolo[1,5-a]pyrimidin-7-amine C1(CC1)C=1C=NN2C1N=C(C=C2NCC2=CC=C(C=C2)C2=NC=CC=C2)N2CC1(C2)CCNCC1